Natrium terephthalat C(C1=CC=C(C(=O)[O-])C=C1)(=O)[O-].[Na+].[Na+]